5-bromo-1-methyl-1H-pyrazole-3-carboxylic acid BrC1=CC(=NN1C)C(=O)O